7,9-dihydroxy-10H-[1,3]dioxolo[4,5-b]xanthen-10-one OC=1C=C2OC=3C=C4C(=CC3C(C2=C(C1)O)=O)OCO4